C(#N)C=1C(=NC(=CC1C(F)(F)F)C)N1[C@H](CCC1)C(=O)O N-[3-cyano-6-methyl-4-(trifluoromethyl)pyridin-2-yl]-D-proline